NC1(COC2(OC1)CCOCC2)CO (3-Amino-1,5,9-trioxaspiro[5.5]undecan-3-yl)methanol